NC=1SC(=CN1)C(=O)NC1=C(C=C(C(=C1)C(NC1=NN(C=C1)C1CC1)=O)F)C 2-Amino-N-[5-[(1-cyclopropylpyrazol-3-yl)carbamoyl]-4-fluoro-2-methylphenyl]-1,3-thiazole-5-carboxamide